(S)-2-((2-amino-5-(3-(quinuclidin-4-yl)-1,2,4-oxadiazol-5-yl)pyridin-4-yl)amino)-2-(4-fluorophenyl)ethan-1-ol NC1=NC=C(C(=C1)N[C@H](CO)C1=CC=C(C=C1)F)C1=NC(=NO1)C12CCN(CC1)CC2